COC1=C(C=CC=C1)NC(=O)C1CCN(CC1)CC(N1CCC2(CCNC2=O)CC1)=O N-(2-methoxyphenyl)-1-(2-oxo-2-(1-oxo-2,8-diazaspiro[4.5]decan-8-yl)ethyl)piperidine-4-carboxamide